Tert-butyl (3-((1-((tert-butyldiphenylsilyl)oxy)-3-cyanopropan-2-yl)amino) propyl)(methyl)-carbamate [Si](C1=CC=CC=C1)(C1=CC=CC=C1)(C(C)(C)C)OCC(CC#N)NCCCN(C(OC(C)(C)C)=O)C